1,2-bis[bis(3,5-bis-trifluoromethylphenyl)phosphino]ethane iodine [I].FC(C=1C=C(C=C(C1)C(F)(F)F)P(CCP(C1=CC(=CC(=C1)C(F)(F)F)C(F)(F)F)C1=CC(=CC(=C1)C(F)(F)F)C(F)(F)F)C1=CC(=CC(=C1)C(F)(F)F)C(F)(F)F)(F)F